6-[8-(1,3-benzothiazol-2-ylcarbamoyl)-3,4-dihydroisoquinolin-2(1H)-yl]-3-[1-(2-phenylethyl)-1H-pyrazol-4-yl]pyridine-2-carboxylic acid S1C(=NC2=C1C=CC=C2)NC(=O)C=2C=CC=C1CCN(CC21)C2=CC=C(C(=N2)C(=O)O)C=2C=NN(C2)CCC2=CC=CC=C2